4-((2,5-dimethyl-4,5-dihydro-[1,2,4]triazolo[1,5-a]quinoxalin-6-yl)amino)-6-(3-isopropyl-2-oxoimidazolidin-1-yl)-N-(methyl-d3)pyridazine-3-carboxamide CC1=NN2C(CN(C3=C(C=CC=C23)NC2=C(N=NC(=C2)N2C(N(CC2)C(C)C)=O)C(=O)NC([2H])([2H])[2H])C)=N1